S1C2=C(C=C1C=1C=C3C=4CCCC(C4NC3=CC1)N[C@H](C)C1=CC=CC=C1)C=CC=C2 6-(benzo[b]thiophen-2-yl)-N-((R)-1-phenylethyl)-2,3,4,9-tetrahydro-1H-carbazole-1-amine